ClC=1C=C(C=CC1Cl)C1=CN=C(S1)C12CC(C1)(C2)NC(=O)C=2OC(=CC2)C2(CC2)S(=O)(=O)C N-[3-[5-(3,4-dichlorophenyl)thiazol-2-yl]-1-bicyclo[1.1.1]pentanyl]-5-(1-methylsulfonylcyclopropyl)furan-2-carboxamide